NCC=1C=C(C=CC1)S(=O)(=O)N 3-(aminomethyl)benzenesulfonamide